dimethyl 2-(2-(benzyloxy)ethylidene)malonate C(C1=CC=CC=C1)OCC=C(C(=O)OC)C(=O)OC